6-chloro-9H-pyrimido[4,5-b]indol-4-amine ClC=1C=C2C3=C(NC2=CC1)N=CN=C3N